N-(3'-(difluoromethoxy)-4,5'-difluoro-[1,1'-biphenyl]-3-yl)-3-isopropylbenzenesulfonamide FC(OC=1C=C(C=C(C1)F)C1=CC(=C(C=C1)F)NS(=O)(=O)C1=CC(=CC=C1)C(C)C)F